C(C(C([2H])([2H])[2H])([2H])[2H])(=O)SCCNC(CCNC([C@@H](C(COP(OP(OC[C@@H]1[C@H]([C@H]([C@@H](O1)N1C=NC=2C(N)=NC=NC12)O)OP(=O)(O)O)(=O)O)(=O)O)(C)C)O)=O)=O [2,2,3,3,3-2H5]-propionyl-CoA